1-(Difluoromethyl)-4-fluoro-N'-((2-methyl-3-phenyl-6,7-dihydro-5H-cyclopenta[b]pyridin-4-yl)carbamoyl)-1H-pyrazole-3-sulfonimidamide FC(N1N=C(C(=C1)F)S(=O)(N)=NC(NC1=C2C(=NC(=C1C1=CC=CC=C1)C)CCC2)=O)F